2-Methoxy-5-((3-(trifluoromethyl)benzyl)oxy)aniline hydrochloride Cl.COC1=C(N)C=C(C=C1)OCC1=CC(=CC=C1)C(F)(F)F